FC=1C=C(C=CC1OC)N1C(=NC2=C(C=C(C=C2C1=O)[N+](=O)[O-])C=1C=NC(=CC1)C(F)(F)F)[C@@H]1NCCC1 (R)-3-(3-fluoro-4-methoxyphenyl)-6-nitro-2-(pyrrolidin-2-yl)-8-(6-(trifluoromethyl)pyridin-3-yl)quinazolin-4(3H)-one